2-methylpropan-2-yl [(2-{5-[({2-[2,4-bis(trifluoromethyl)phenyl]acetyl}(4-fluorophenyl)amino)methyl]-1,3,4-oxadiazol-2-yl}pyrimidin-5-yl)amino]methanoate FC(C1=C(C=CC(=C1)C(F)(F)F)CC(=O)N(C1=CC=C(C=C1)F)CC1=NN=C(O1)C1=NC=C(C=N1)NC(=O)OC(C)(C)C)(F)F